[Cl-].[Cl-].C(=C)[Zr+2](C1C=CC2=CC=CC=C12)C1C=CC2=CC=CC=C12 vinyl-(diindenyl)zirconium dichloride